2-amino-5-iodo-3'-methoxy-2',6'-dimethyl-[1,1'-biphenyl]-3-carbonitrile NC1=C(C=C(C=C1C#N)I)C1=C(C(=CC=C1C)OC)C